5-Chloro-2-methyl-3-(oxetan-3-ylmethyl)-3H-imidazo[4,5-b]pyridine ClC1=CC=C2C(=N1)N(C(=N2)C)CC2COC2